N5-(1-((carboxymethyl)amino)-1-oxo-3-((4-oxo-3-(2-oxo-2-(((S)-1-(4-(trifluoromethoxy)phenyl)ethyl)amino)ethyl)-3,4-dihydrobenzo[d][1,2,3]triazin-7-yl)thio)propan-2-yl)glutamine C(=O)(O)CNC(C(CSC=1C=CC2=C(N=NN(C2=O)CC(N[C@@H](C)C2=CC=C(C=C2)OC(F)(F)F)=O)C1)NC(CC[C@H](N)C(=O)O)=O)=O